1-[9-(4-chlorophenyl)-2-(2-hydroxy-2-methyl-propoxy)-8-(2-methyl-3-pyridyl)purin-6-yl]-4-methyl-piperidine-4-carboxamide ClC1=CC=C(C=C1)N1C2=NC(=NC(=C2N=C1C=1C(=NC=CC1)C)N1CCC(CC1)(C(=O)N)C)OCC(C)(C)O